CC(C)(C)OC(=O)N1CCN(CC1)C(C2=CC(=CC=C2)F)C(=O)O 2-(4-Boc-piperazinyl)-2-(3-fluorophenyl)acetic acid